4-(1-azepanyl-sulfonyl)aniline N1(CCCCCC1)S(=O)(=O)C1=CC=C(N)C=C1